l-aspartic acid dibenzyl ester C(C1=CC=CC=C1)OC([C@@H](N)CC(=O)OCC1=CC=CC=C1)=O